Lithium-Boron [B].[Li]